2-(pyridin-2-yl)aniline N1=C(C=CC=C1)C1=C(N)C=CC=C1